N-(6-Amino-4-(trifluoromethyl)pyridin-2-yl)-2-chloro-5-(trans-2,2-dichloro-3-(3,5-dichlorophenyl)cyclopropane-1-carboxamido)benzamide NC1=CC(=CC(=N1)NC(C1=C(C=CC(=C1)NC(=O)[C@@H]1C([C@H]1C1=CC(=CC(=C1)Cl)Cl)(Cl)Cl)Cl)=O)C(F)(F)F